4-(4-fluoro-3-(3-(pentan-3-ylamino)azetidine-1-carbonyl)benzyl)phthalazin-1(2H)-one FC1=C(C=C(CC2=NNC(C3=CC=CC=C23)=O)C=C1)C(=O)N1CC(C1)NC(CC)CC